3,7,11-trimethyldodec-2,6,10-trien-1-ol CC(=CCO)CCC=C(CCC=C(C)C)C